[Si](C)(C)(C(C)(C)C)OCC[C@H](C)N1N=C(C=2C=NC(=CC21)Cl)C2=CC=C(N2C)C(=O)OC methyl 5-[1-[(1S)-3-[tert-butyl(dimethyl)silyl]oxy-1-methyl-propyl]-6-chloro-pyrazolo[4,3-c]pyridin-3-yl]-1-methyl-pyrrole-2-carboxylate